C(=CCC)CC(C)(C)SC(=S)CCCCCCCCCCCC 3-butenyl-2-(dodecylthiocarbonylthio)-2-methylpropane